(1-aminoethyl)-8-chloro-2-phenylquinolin-4(1H)-one NC(C)N1C(=CC(C2=CC=CC(=C12)Cl)=O)C1=CC=CC=C1